C[C@H]1CN(CC2=CC=C(C=C12)N1CCN(CC1)C1=NC=C2CCNCC2=C1)C1=C2C(=NC=C1)N(N=C2)C 7-[4-[(4R)-4-methyl-2-(1-methylpyrazolo[3,4-b]pyridin-4-yl)-3,4-dihydro-1H-isoquinolin-6-yl]piperazin-1-yl]-1,2,3,4-tetrahydro-2,6-naphthyridine